CN(C)CC1=CC=C(C=C1)C#CC=1C=CC(=C(C1)NC(=S)N)C 1-(5-((4-((Dimethylamino)methyl)phenyl)ethynyl)-2-methylphenyl)thiourea